N-(5-cyano-4-(((trans)-2-methoxycyclopentyl)amino)pyridin-2-yl)-4-fluoro-7-(dimethoxymethyl)-3,4-dihydro-2,4-methylene-1,8-naphthyridine-1(2H)-carboxamide C(#N)C=1C(=CC(=NC1)NC(=O)N1C2CC(C3=CC=C(N=C13)C(OC)OC)(C2)F)N[C@H]2[C@@H](CCC2)OC